N-(2-(7-(3-fluoro-4-(trifluoromethyl)phenoxy)-3,4-dihydroisoquinolin-2(1H)-yl)-2-oxoeth-yl)cyclopropanesulfonamide FC=1C=C(OC2=CC=C3CCN(CC3=C2)C(CNS(=O)(=O)C2CC2)=O)C=CC1C(F)(F)F